C(CC(O)(C(=O)[O-])CC(=S)[O-])(=S)[O-] dithiocitrate